O=C([C@@H](O)[C@@H](O)[C@H](O)[C@@H](O)CO)O L-gulonic Acid